6-(2,6-dichlorophenyl)-2-[(4,4-dimethyl-1,2,3,4-tetrahydroisoquinolin-7-yl)amino]imidazo[1,2-a]pyrimido[5,4-e]pyrimidin-5(6H)-one ClC1=C(C(=CC=C1)Cl)N1C=2N(C3=C(C1=O)C=NC(=N3)NC3=CC=C1C(CNCC1=C3)(C)C)C=CN2